N1=C(NC2=C1C=CC=C2)S(=O)[O-].[Na+] sodium benzimidazolesulfinate